C(C)(=O)C1=NN(C2=CC=C(C=C12)Br)CC(=O)N(C1CC1)CC(=O)NCC1=C(C(=CC=C1)Cl)F 2-(3-acetyl-5-bromo-1H-indazol-1-yl)-N-(2-((3-chloro-2-fluorophenylmethyl)amino)-2-oxoethyl)-N-cyclopropylacetamide